C(C=C)(=O)OC[SiH](N[SiH2]N[SiH2]N[SiH3])C acryloyloxymethyl-methyl-tetrasilazane